4-Bromo-3-(2-chloro-5-fluorophenyl)-7-(tridecylmethyl)-2,3,6,7-tetrahydro-1H-pyrrolo[4,3-f]isoquinoline-1,6-dione BrC1=C2C(=C3C=CN(C(C3=C1)=O)CCCCCCCCCCCCCC)C(NC2C2=C(C=CC(=C2)F)Cl)=O